C(C)OP(=O)(OCC)C(C(=O)OC(C)(C)C)CC1=NC(=NO1)CCCCCC(CC(F)(F)F)(F)F tert-butyl 2-(diethoxyphosphoryl)-3-(3-(6,6,8,8,8-pentafluorooctyl)-1,2,4-oxadiazol-5-yl)propanoate